ClC=1C=NN(C1C1=NN2C(N(C(C(C2)N(C)C)=O)CC2=CC=C(C=C2)C=2N(C=C(N2)C(F)(F)F)CC)=C1)C(C)C 2-(4-chloro-1-isopropyl-1H-pyrazol-5-yl)-6-(dimethylamino)-4-(4-(1-ethyl-4-(trifluoromethyl)-1H-imidazol-2-yl)benzyl)-6,7-dihydropyrazolo[1,5-a]pyrimidin-5(4H)-one